The molecule is a bile acid taurine conjugate derived from 7-oxolithocholic acid. It is a bile acid taurine conjugate, a monocarboxylic acid amide, a 3alpha-hydroxy steroid and a 7-oxo steroid. It derives from a 7-oxolithocholic acid. It is a conjugate acid of a 7-oxotaurolithocholate. C[C@H](CCC(=O)NCCS(=O)(=O)O)[C@H]1CC[C@@H]2[C@@]1(CC[C@H]3[C@H]2C(=O)C[C@H]4[C@@]3(CC[C@H](C4)O)C)C